O=C1NC=CC=C1CCC(=O)[O-] 3-(2-oxo-1,2-dihydropyridin-3-yl)propanoate